2-((1-(6-bromo-3-methyl-2-morpholino-4-oxo-3,4-dihydroquinazolin-8-yl)ethyl)amino)benzoic acid BrC=1C=C2C(N(C(=NC2=C(C1)C(C)NC1=C(C(=O)O)C=CC=C1)N1CCOCC1)C)=O